C(NC(=O)C1=CN=C2N1C=C(C=C2)C=2C(=NC=CC2)C2=NC(=CC=C2)C)([2H])([2H])[2H] N-(2H3)-Methyl-6-[2-(6-methylpyridin-2-yl)pyridin-3-yl]imidazo[1,2-a]pyridin-3-carboxamid